1-(1-(azetidin-3-ylmethyl)piperidin-4-yl)-3-(4-phenoxyphenyl)-1H-pyrazolo(3,4-d)pyrimidin-4-amine N1CC(C1)CN1CCC(CC1)N1N=C(C=2C1=NC=NC2N)C2=CC=C(C=C2)OC2=CC=CC=C2